N1N=CC(=C1)CNC(=O)NC1=CC=C(C=C1)C=1SC(=CN1)C1=CC=CC=C1 1-((1H-Pyrazol-4-yl)methyl)-3-(4-(5-phenylthiazol-2-yl)phenyl)urea